ClC1=C(C=CC(=C1)F)C1=CC=NC2=CC(=CC=C12)O[C@@H](C(=O)N1C[C@H](CC1)CC(=O)O)C 2-[(3R)-1-[(2R)-2-[[4-(2-chloro-4-fluoro-phenyl)-7-quinolyl]oxy]propanoyl]pyrrolidin-3-yl]acetic acid